NC=1C=C(C=C(C1C)F)C1=NOC(=N1)C1CN(C1)C(=O)OC methyl 3-(3-(3-amino-5-fluoro-4-methylphenyl)-1,2,4-oxadiazol-5-yl)azetidine-1-carboxylate